4-benzyl-2-(thien-2-yl)morpholine C(C1=CC=CC=C1)N1CC(OCC1)C=1SC=CC1